FC=1C=CC(=C(C1)CNS(=O)C(C)(C)C)O N-[(5-fluoro-2-hydroxy-phenyl)methyl]-2-methyl-propane-2-sulfinamide